FC=1C=CC=C2C=C(C=NC12)C=1OC(=C(N1)N1C=CC=2C=CC=NC2C1=O)C1=CC=C(C=C1)C(F)(F)F 7-{2-(8-fluoro-3-quinolyl)-5-[p-(trifluoromethyl)phenyl]-1,3-oxazol-4-yl}-1,7-diaza-8(7H)-naphthalenone